C1(=CC=CC=C1)P([O-])C1=CC=CC=C1 diphenylphosphinite